C1(CCCC1)=C(C(=O)O)C 2-CYCLOPENTYLIDENEPROPANOIC ACID